N-(3-methoxy-5-(6-methoxypyridin-3-yl)phenyl)-6-(trifluoromethoxy)quinolin-4-amine COC=1C=C(C=C(C1)C=1C=NC(=CC1)OC)NC1=CC=NC2=CC=C(C=C12)OC(F)(F)F